2-(2-chloro-5-fluoropyrimidin-4-yl)-5-methylspiro[1,6-dihydropyrrolo[3,2-c]pyridine-7,1'-cyclopentane]-4-one ClC1=NC=C(C(=N1)C1=CC=2C(N(CC3(CCCC3)C2N1)C)=O)F